5-(1-(2,6-dioxopiperidin-3-yl)-3-methyl-2-oxo-2,3-dihydro-1H-benzo[d]imidazol-4-yl)pent-4-ynoic acid O=C1NC(CCC1N1C(N(C2=C1C=CC=C2C#CCCC(=O)O)C)=O)=O